tert-Butyl-4-((2-amino-6-(((1R,4R)-4-hydroxycyclohexyl)amino)pyridin-4-yl)methyl)piperazin C(C)(C)(C)N1CCN(CC1)CC1=CC(=NC(=C1)NC1CCC(CC1)O)N